O1CCOCC(C1)COC1=CC=C(C=C1)C=1C=C(C(NC1C(F)(F)F)=O)C(=O)N 5-(4-((1,4-Dioxepan-6-yl)methoxy)phenyl)-2-oxo-6-(trifluoromethyl)-1,2-dihydropyridine-3-carboxamide